CC(=O)OC1=C(C=C2C(C3=CC(=C(C=C3OC2=C1)OC(=O)C)Cl)C4=C(C=C(C=C4)CCl)C(=O)OC(=O)C)Cl The molecule is a member of the class of xanthenes that is the acetic anhydride of dihydrofluorescein diacetate carrying additional chloro substituents at positions 2 and 7 as well as a chloromethyl substituent meta to the anhydride function. It is a member of xanthenes, an acetate ester, an organochlorine compound and an acyclic carboxylic anhydride. It derives from a fluorescein.